N-(6-Fluorotetralin-1-yl)pyrido[3,2-d]pyrimidin-4-amine FC=1C=C2CCCC(C2=CC1)NC=1C2=C(N=CN1)C=CC=N2